N-(4,4-difluorocyclohexyl)-4-(4-methylthiazol-2-yl)-6-morpholinopyrimidin-2-amine FC1(CCC(CC1)NC1=NC(=CC(=N1)C=1SC=C(N1)C)N1CCOCC1)F